C1(=CC=C(C=C1)CCNC=1C=2N=CN([C@H]3[C@H](O)[C@H](O)[C@@H](CSCC[C@H](N)C(=O)O)O3)C2N=CN1)C1=CC=CC=C1 S-(N-(2-biphenyl-4-ylethyl)adenosyl)-L-homocysteine